triacetin (1,3-bis(acetyloxy)propan-2-yl acetate) C(C)(=O)OCC(COC(C)=O)CC(=O)O.CC(OCC(OC(C)=O)COC(C)=O)=O